6-(1-(2-cyclobutyl-2-azaspiro[3.3]hept-6-yl)piperidin-4-yl)-2-(3,4-dimethoxyphenyl)-1,4-dimethyl-1H-benzo[d]imidazole C1(CCC1)N1CC2(C1)CC(C2)N2CCC(CC2)C=2C=C(C1=C(N(C(=N1)C1=CC(=C(C=C1)OC)OC)C)C2)C